(1R,2S,5S)-8-(2-(1H-indole-3-yl)acetyl)-3-(diphenylcarbamoyl)-3,8-diazabicyclo[3.2.1]octane N1C=C(C2=CC=CC=C12)CC(=O)N1[C@H]2CN(C[C@@H]1CC2)C(N(C2=CC=CC=C2)C2=CC=CC=C2)=O